2-ethyl-4-methylpyridine 1-oxide C(C)C1=[N+](C=CC(=C1)C)[O-]